C(C)(C)(CC)O[SiH](NCC(C)C)OC(C)(C)CC Di-tert-pentyloxy(isobutylamino)silane